CC1=CC=C(C=C1)S(=O)(=O)[O-].[K+] potassium p-toluenesulfonic acid salt